nickel-Silicon-germanium [Ge].[Si].[Ni]